C(C)(C)(C)OC(=O)N1CCC(CC1)(F)C=1OC2=C(N1)C=CC=C2 4-(1,3-Benzoxazol-2-yl)-4-fluoropiperidine-1-carboxylic acid tert-butyl ester